5-(5-(trifluoromethyl)pyrimidin-2-yl)-4,5,6,7-tetrahydropyrazolo[1,5-a]pyrazine FC(C=1C=NC(=NC1)N1CC=2N(CC1)N=CC2)(F)F